3-[(3aR,4R,5S,7aS)-5-{(1R)-1-[3,5-bis(trifluoro-methyl)phenyl]ethoxy}-4-(4-fluorophenyl)octa-hydro-2H-isoindol-2-yl]cyclopent-2-en-1-one FC(C=1C=C(C=C(C1)C(F)(F)F)[C@@H](C)O[C@@H]1[C@H]([C@@H]2CN(C[C@H]2CC1)C1=CC(CC1)=O)C1=CC=C(C=C1)F)(F)F